3-Ethoxy-5-{6-[2-(7-fluoro-4-methoxy-2-methyl-indol-1-yl)-ethylamino]-pyrimidin-4-yl}-thiophene-2-carboxylic acid C(C)OC1=C(SC(=C1)C1=NC=NC(=C1)NCCN1C(=CC2=C(C=CC(=C12)F)OC)C)C(=O)O